CC1=CC=C(C=C1)CCC1=CC(=C(C(=C1)OC)OC)OC 2-(4-methylphenyl)-1-(3,4,5-trimethoxyphenyl)ethane